C(C)(C)(C)[Si](C1=CC=CC=C1)(C1=CC=CC=C1)OC1=CC(=CC=C1)N1C2CNCC1CC2 tert-butyl-[3-(3,8-diazabicyclo[3.2.1]octan-8-yl)phenoxy]-diphenyl-silane